phenyl(biphenylyl)[Triazinyl](biphenylyl)dibenzothiophene C1(=CC=CC=C1)C1=C(C(=C(C2=C1SC1=C2C=CC=C1)C1=C(C=CC=C1)C1=CC=CC=C1)C1=NN=NC=C1)C1=C(C=CC=C1)C1=CC=CC=C1